ortho-bis(bromomethyl)benzene BrCC1=C(C=CC=C1)CBr